4-((3-(7-(((3S,4R)-3-fluoro-1-methylpiperidin-4-yl)amino)-3-(1,2,2-trifluorovinyl)pyrazolo[1,5-a]pyridin-2-yl)prop-2-yn-1-yl)amino)-3-methoxy-N-methylbenzamide F[C@H]1CN(CC[C@H]1NC1=CC=CC=2N1N=C(C2C(=C(F)F)F)C#CCNC2=C(C=C(C(=O)NC)C=C2)OC)C